ClC=1C=C2C=NN(C2=CC1C1CN(C1)C1COC1)C=1C=NN(C1)C 5-chloro-1-(1-methyl-1H-pyrazol-4-yl)-6-(1-(oxetan-3-yl)azetidin-3-yl)-1H-indazole